S1C(=NC=C1)[C@H]1[C@@H](CN(C1)C(=O)O)C(NC1=C2C=CN=CC2=CC=C1)=O (3S,4S)-4-(1,3-thiazol-2-yl)-3-(isoquinolin-5-ylcarbamoyl)pyrrolidine-1-carboxylic acid